ClC1=C(C(=NC=C1)F)CCS(=O)(=O)O.FC=1C(=NC(=NC1)NC1CCN(CC1)S(=O)(=O)C)C1=C(N=C(S1)C(=O)N(C)C)C(F)(F)F 5-[5-fluoro-2-[(1-methylsulfonyl-4-piperidyl)amino]pyrimidin-4-yl]-N,N-dimethyl-4-(trifluoromethyl)thiazole-2-carboxamide (4-chloro-2-fluoropyridin-3-yl)methyl-methanesulfonate